4-((2-(2-oxa-6-azaspiro[3.3]heptan-6-yl)-8-azaspiro[4.5]decan-8-yl)sulfonyl)-3-chlorobenzonitrile C1OCC12CN(C2)C2CC1(CC2)CCN(CC1)S(=O)(=O)C1=C(C=C(C#N)C=C1)Cl